N1N=CC(=C1)S(=O)(=O)NN pyrazole-4-sulfonohydrazide